N-{4-[2-(2-chloro-3-fluorophenyl)acetylamino]pyridin-2-yl}-N-(3,5-difluorophenyl)acetamide ClC1=C(C=CC=C1F)CC(=O)NC1=CC(=NC=C1)N(C(C)=O)C1=CC(=CC(=C1)F)F